Cetyl-dimethylamine oxide C(CCCCCCCCCCCCCCC)[N+](C)(C)[O-]